C12(CCC(CC1)CC2)N2N=C1C=CC(=C(C1=C2)N2C[C@@H]([C@@H](C2)C)NC(=O)OC(C)(C)C)[N+](=O)[O-] 2-methylpropan-2-yl {[(3R,4R)-1-[2-(bicyclo[2.2.2]oct-1-yl)-5-nitroindazol-4-yl]-4-methyltetrahydro-1H-pyrrol-3-yl] amino}carboxylate